NC1=NC(N(C=C1F)[C@@H]1O[C@]([C@H]([C@@H]1F)O[Si](C)(C)C(C)(C)C)(C#C)CO[Si](C)(C)C(C)(C)C)=O 4-amino-1-((2R,3S,4R,5R)-4-((tert-butyldimethyl-silyl)oxy)-5-(((tert-butyldimethylsilyl)oxy)methyl)-5-ethynyl-3-fluoro-tetrahydrofuran-2-yl)-5-fluoropyrimidin-2(1H)-one